ClC=1C=C(C=CC1F)N1C(N=C2C(C1=O)=CC=CN2CC2=CN=C(S2)Cl)=O 3-(3-chloro-4-fluorophenyl)-8-((2-chlorothiazol-5-yl)methyl)pyrido[2,3-d]pyrimidine-2,4(3H,8H)-dione